4-methyl-N-(5-(2-morpholinoethyl)-1H-imidazol-2-yl)quinazolin-2-amine CC1=NC(=NC2=CC=CC=C12)NC=1NC(=CN1)CCN1CCOCC1